FC1=NN2C(N=CC3=C2C(CC3C(=O)O)(C=3C=NN(C3)C)C)=C1F 2,3-difluoro-8-methyl-8-(1-methyl-1H-pyrazol-4-yl)-7,8-dihydro-6H-cyclopenta[e]pyrazolo[1,5-a]pyrimidine-6-carboxylic acid